Tert-butyl-5-{2-[1-(4-bromophenyl)pyrazol-4-yl]propanamido}-3-cyclopropylpyrazole C(C)(C)(C)C=1C(=NNC1NC(C(C)C=1C=NN(C1)C1=CC=C(C=C1)Br)=O)C1CC1